butyl 3-(3-chloro-2,4-difluorobenzoyl)-3-methylazetidine-1-carboxylate ClC=1C(=C(C(=O)C2(CN(C2)C(=O)OCCCC)C)C=CC1F)F